3-[2-(tert-butoxycarbonylamino)-3-ethoxy-3-oxo-propyl]Indole-1-carboxylic acid tert-butyl ester C(C)(C)(C)OC(=O)N1C=C(C2=CC=CC=C12)CC(C(=O)OCC)NC(=O)OC(C)(C)C